3-amino-2,4,6,7-tetrahydro-5H-pyrazolo[4,3-c]Pyridine-5-carboxylic acid tert-butyl ester C(C)(C)(C)OC(=O)N1CC=2C(CC1)=NNC2N